(R-((1-(6-cyclopropyl-8-(3-methyl-2,4-dioxoimidazolidin-1-yl)imidazo[1,2-a]pyridin-2-yl)ethyl)amino)-2-methylpyrimidin-4-yl)-2-(4-methylpyrimidin-2-yl)cyclopropane-1-carboxamide C1(CC1)C=1C=C(C=2N(C1)C=C(N2)[C@@H](C)NC=2C(=NC(=NC2)C)C2(C(C2)C2=NC=CC(=N2)C)C(=O)N)N2C(N(C(C2)=O)C)=O